C1(=CC=C(C=C1)[B])C (p-Tolyl)boron